FC1=C(C=C(C=C1)F)C=1N(C=CC1F)C1=CC=CC=C1 2-(2,5-difluorophenyl)-3-fluoro-1-phenyl-1H-pyrrole